C1(CC1)C1=CC=C(C=C1)C=CC(=O)C1=C(C=CS1)C 5-(3-(4-cyclopropylphenyl)acryloyl)-4-methylthiophene